C(C)OC(CC1=CC(=CC=C1)F)=O 2-(3-fluorophenyl)acetic acid ethyl ester